FC=C(C(=O)O)O fluorohydroxyacrylic acid